((S)-(3,3-difluorocyclobutyl)(4-fluorophenyl)methyl)-2-(2,6-dioxopiperidin-3-yl)-1-oxoisoindoline-5-carboxamide FC1(CC(C1)[C@@H](C1=CC=C(C=C1)F)C1N(C(C2=CC=C(C=C12)C(=O)N)=O)C1C(NC(CC1)=O)=O)F